NC1=CC=C(N=N1)C1CCN(CC1)C(=O)C1=NC=C(C(=C1)OC)C1=C(C=C(C=C1)C(F)(F)F)Cl [4-(6-Amino-pyridazin-3-yl)-piperidin-1-yl]-[5-(2-chloro-4-trifluoromethyl-phenyl)-4-methoxy-pyridin-2-yl]-methanone